CC1([C@@H]2CC=C([C@H]1C2)CO)C [(1S,5R)-6,6-dimethylbicyclo[3.1.1]hept-2-en-2-yl]methanol